4-(4-chlorophenyl)-N-(p-tolyl)piperazine-1-carboxamide ClC1=CC=C(C=C1)N1CCN(CC1)C(=O)NC1=CC=C(C=C1)C